C1(=CC=CC=C1)NC1=CC=CC2=C1OC1=C2C=CC=C1 N-phenyldibenzo-[b,d]furan-4-amine